C(CCC)C=1OC2=C(N1)C=CC(=C2C)OC\C(\CN)=C\F (E)-2-(((2-butyl-7-methylbenzo[d]oxazol-6-yl)oxy)methyl)-3-fluoroprop-2-en-1-amine